1,3,3-trichloro-3-fluoroprop-1-ene ClC=CC(F)(Cl)Cl